(Z)-2-methyl-pent-2-enal C/C(/C=O)=C/CC